C1COCCN1C2=NC(=CC(=N2)Cl)Cl 2-(4-morpholino)-4,6-dichloropyrimidine